(2R,3S,4S)-4-hydroxy-2-[(4-methoxyphenyl)methyl]pyrrolidin-3-yl 2-(5-amino-1,3,4-thiadiazol-2-yl)acetate NC1=NN=C(S1)CC(=O)O[C@H]1[C@H](NC[C@@H]1O)CC1=CC=C(C=C1)OC